[Si](C)(C)(C(C)(C)C)OCCC(=C)C1=CC=NC(=C1)C1=CC(=C(C=C1)OC)OCCC 4-((tert-butyl-dimethylsilyloxy)but-1-en-2-yl)-6-(4-methoxy-3-propoxyphenyl)pyridine